1-[(2-{[4-(4-aminopiperidin-1-yl)-3-(6-chloro-1H-1,3-benzodiazol-2-yl)-5-(3-fluoro-5-methylphenyl)pyridin-2-yl]amino}ethyl)carbamoyl]-3,6,9,12-tetraoxapentadecan NC1CCN(CC1)C1=C(C(=NC=C1C1=CC(=CC(=C1)C)F)NCCNC(=O)CCOCCOCCOCCOCCC)C1=NC2=C(N1)C=C(C=C2)Cl